tert-Butyl 3-[4-(1,1-dioxothiolan-3-yl)phenyl]azetidine-1-carboxylate O=S1(CC(CC1)C1=CC=C(C=C1)C1CN(C1)C(=O)OC(C)(C)C)=O